1-((1R)-1-(5-(2-(2,2-Difluorocyclopropyl)-4-fluorophenyl)pyridin-2-yl)-2-hydroxyethyl)-3-(2-ethynylthiazol-4-yl)urea FC1(C(C1)C1=C(C=CC(=C1)F)C=1C=CC(=NC1)[C@H](CO)NC(=O)NC=1N=C(SC1)C#C)F